N[C@@H](C(=O)OCC1=CC=CC=C1)CNC(=O)OC(C)(C)C (R)-benzyl 2-amino-3-[(tert-butoxycarbonyl)amino]propanoate